trans-4-(2-nitrovinyl)benzonitrile [N+](=O)([O-])/C=C/C1=CC=C(C#N)C=C1